(perfluoronaphthalen-2-yl)borate FC1=C(C(=C(C2=C(C(=C(C(=C12)F)F)F)F)F)F)OB([O-])[O-]